CCCCCC/C=C\\CCCCCCCCCCCCC#C[C@H](C(=O)O)OS(=O)(=O)[O-] The molecule is a organosulfate oxoanion that is the monoanion obtained by the deprotonation of the sulfate function of callysponginol sulfonic acid A. It is a conjugate base of a callysponginol sulfonic acid A.